5-((((S)-1-(cyclopropylsulfonyl)pyrrolidin-2-yl)methyl)amino)-2-methyl-N-((R)-1-(naphthalen-1-yl)ethyl)benzamide C1(CC1)S(=O)(=O)N1[C@@H](CCC1)CNC=1C=CC(=C(C(=O)N[C@H](C)C2=CC=CC3=CC=CC=C23)C1)C